8-cyano-2,7-dimethyl-6-phenylquinolin-4-yl trifluoromethanesulfonate FC(S(=O)(=O)OC1=CC(=NC2=C(C(=C(C=C12)C1=CC=CC=C1)C)C#N)C)(F)F